rac-7-bromo-2-((1S*,2S*)-2-(4-methylpyrimidin-2-yl)cyclopropyl)quinoxaline BrC1=CC=C2N=CC(=NC2=C1)[C@@H]1[C@H](C1)C1=NC=CC(=N1)C |r|